IC=1C=CC=C2CC[C@H]([C@H](C12)NC([O-])=O)OCOC (1S,2R)-8-Iodo-2-(methoxymethoxy)-1,2,3,4-tetrahydronaphthalin-1-yl-carbamat